1,2-difluoro-4-[2-[(trans,trans)-4'-propyl-[1,1'-bicyclohexyl]-4-yl]ethyl]-benzene FC1=C(C=C(C=C1)CCC1CCC(CC1)C1CCC(CC1)CCC)F